C(C)(C)(C)[Si](OCC=NO)(C)C 2-((tertbutyldimethylsilyl)oxy)acetaldehyde oxime